FC1=C(C=CC=C1)C(C(=O)NN)O 2-(2-fluorophenyl)-2-hydroxyacethydrazide